6-O-sulfo-α-D-glucose S(=O)(=O)(O)OC[C@@H]1[C@H]([C@@H]([C@H]([C@@H](O)O1)O)O)O